3-fluoro-N-{4-fluoro-3-[5-(3-fluoropyridin-2-yl)-2H-pyrazolo[3,4-b]pyridin-2-yl]phenyl}azetidine-1-carboxamide FC1CN(C1)C(=O)NC1=CC(=C(C=C1)F)N1N=C2N=CC(=CC2=C1)C1=NC=CC=C1F